C1(CC1)C(=O)C1=CC(=C(COC2=CC=CC(=N2)C2CCN(CC2)CC2=NC3=C(N2C[C@H]2OCC2)C=C(C=C3)C(=O)OC)C=C1)F methyl (S)-2-((4-(6-((4-(cyclopropanecarbonyl)-2-fluorobenzyl)oxy)pyridin-2-yl)piperidin-1-yl)methyl)-1-(oxetan-2-ylmethyl)-1H-benzo[d]imidazole-6-carboxylate